1-(2-methoxyethyl)-1-methylpyrrolidinium bis(fluorosulfonyl)imide C[N+]1(CCCC1)CCOC.[N-](S(=O)(=O)F)S(=O)(=O)F